6,9-Dimethyl-3-pentyl-6a,7,8,10a-tetrahydro-6H-benzo[c]chromen-1-ol CC1OC=2C=C(C=C(C2C2C1CCC(=C2)C)O)CCCCC